CC1=C2N(C(C=C1)=O)C1(NC2=O)CCCC1 8'-methyl-2'H-spiro[cyclopentane-1,3'-imidazo[1,5-a]pyridine]-1',5'-dione